C(CC)C=1C(=C(C(=CC1)C=1C(C(=O)O)=CC=CC1)C(=O)O)C1CCCCC1 trans-propyl-cyclohexyl-diphenic acid